FC1(CC(CCC1)N(C1=CC=CC=C1)C(CC1(CCN(CC1)C(=O)N1CCC2=C(C=CC=C12)F)C(=O)O)=O)F 4-[2-(N-(3,3-difluorocyclohexyl)anilino)-2-oxo-ethyl]-1-(4-fluoroindoline-1-carbonyl)piperidine-4-carboxylic acid